N,N-dimethyl-N-dodecyl-amine CN(CCCCCCCCCCCC)C